2-(1-methyl-1H-imidazol-4-yl)-ethylamine CN1C=NC(=C1)CCN